3-(4-Aminophenyl)-2-methoxypropionic acid NC1=CC=C(C=C1)CC(C(=O)O)OC